C(CCCCCCCCCCCCCCCCC)(=O)OC(C(=O)OCCCCCCCCCCCCCCCC(C)C)CCCCCCCCCCCCCCCC isostearyl alcohol stearoyl-oxystearate